(S)-(3-methoxy-4-((4-(3-phenylisoxazolidin-2-yl)-7H-pyrrolo[2,3-d]pyrimidin-2-yl)amino)phenyl)(4-morpholinopiperidin-1-yl)methanone COC=1C=C(C=CC1NC=1N=C(C2=C(N1)NC=C2)N2OCC[C@H]2C2=CC=CC=C2)C(=O)N2CCC(CC2)N2CCOCC2